(R)-(+)-1-(3-chlorophenyl)ethylamine hydrochloride Cl.ClC=1C=C(C=CC1)[C@@H](C)N